NC1CN(CCCC1)C(=O)C=1CC(C#N)(C=CC1)C1=C(C=NN1)C1=C(C=CC=C1)C1CC1 3-(3-Aminoazepan-1-carbonyl)-1-(4-(cyclopropylphenyl)-1H-pyrazol-5-yl)-benzonitril